3,7-dibromo-10-acetylphenothiazine 5,5-dioxide BrC=1C=CC=2N(C3=CC=C(C=C3S(C2C1)(=O)=O)Br)C(C)=O